3-(Acetyloxy)-8-fluoro-7-methoxynaphthalene-2-carboxylic acid phenylmethyl ester C1(=CC=CC=C1)COC(=O)C1=CC2=C(C(=CC=C2C=C1OC(C)=O)OC)F